C1(CC1)SC1=CC=C(C=C1)S(=O)(=O)N1CC2(C3=CC=CC=C13)CCCCC2 1'-[4-(cyclopropylsulfanyl)benzenesulfonyl]-1',2'-dihydrospiro[cyclohexane-1,3'-indole]